The molecule is a second-generation cephalosporin antibiotic with {[1-(carboxymethyl)-1H-tetrazol-5-yl]sulfanyl}methyl and 2-(aminomethyl)phenylacetamido groups at positions 3 and 7, respectively, of the cephem skeleton. It is effective against many coliforms, including Escherichia coli, Klebsiella, Enterobacter and Proteus, and most strains of Salmonella, Shigella, Hemophilus, Citrobacter and Arizona species. It has a role as an antibacterial drug. C1C(=C(N2[C@H](S1)[C@@H](C2=O)NC(=O)CC3=CC=CC=C3CN)C(=O)O)CSC4=NN=NN4CC(=O)O